((6-fluoroisoquinolin-5-yl)methyl)cyclobutane-1,3-diamine FC=1C(=C2C=CN=CC2=CC1)CC1(CC(C1)N)N